2-fluoro-3-methoxy-4-(1-methylbenzotriazol-5-yl)oxy-aniline FC1=C(N)C=CC(=C1OC)OC1=CC2=C(N(N=N2)C)C=C1